CC=1C(=C2C=NNC2=CC1)C(C)N 1-(5-methyl-1H-indazol-4-yl)-ethanamine